C(=O)O.C(C)NC1=NC=2C=C(C(=CC2C2=C1COC2)OC)OCCCN2CCCC2 N-ethyl-8-methoxy-7-[3-(pyrrolidin-1-yl)propoxy]-1H,3H-furo[3,4-c]quinolin-4-amine formate